FC(C(=O)O)(F)F.FC(C(=O)O)(F)F.CC(C)NC1CN(CC1)C=1N=NC(=CN1)C1=C(C=C(C=C1)C=1N=NNC1)O 2-(3-{3-[(propan-2-yl)amino]pyrrolidin-1-yl}-1,2,4-triazin-6-yl)-5-(1H-1,2,3-triazol-4-yl)phenol bistrifluoroacetate